OC1(CCC1)CNCC1=CC(=C2CN(C(C2=C1)=O)C=1C=C(C=CC1)C1=C(C=C(C=C1)C#N)C1=NN=CN1C)C(F)(F)F 3'-[6-({[(1-hydroxycyclobutyl)methyl]amino}methyl)-1-oxo-4-(trifluoromethyl)-3H-isoindol-2-yl]-2-(4-methyl-1,2,4-triazol-3-yl)-[1,1'-biphenyl]-4-carbonitrile